ClC1=CC(=C(C=C1)[C@@]1(OC2=C(C=CC=C2C=C1)C1CCN(CC1)CC1=NC=2C(=NC(=CC2)C(=O)OC)N1C[C@H]1OCC1)C)OC([2H])([2H])[2H] Methyl 2-((4-((R)-2-(4-chloro-2-(methoxy-d3)phenyl)-2-methyl-2H-chromen-8-yl)piperidin-1-yl)methyl)-3-(((S)-oxetan-2-yl)methyl)-3H-imidazolo[4,5-b]pyridine-5-carboxylate